(2r,3s,5r)-2-((((1s,3s,6r)-6-(5-fluoropyrimidin-2-yl)bicyclo[4.1.0]hept-3-yl)oxy)methyl)-5-methyl-3-(oxetan-3-sulfonylamino)pyrrolidine-1-carboxylic acid methyl ester COC(=O)N1[C@H]([C@H](C[C@H]1C)NS(=O)(=O)C1COC1)CO[C@@H]1C[C@@H]2C[C@@]2(CC1)C1=NC=C(C=N1)F